1-[2-chloro-4-[[5-[4-(difluoromethoxy)-2,3-difluoro-phenyl]-1-methyl-imidazole-2-carbonyl]amino]benzoyl]-N-[(3S)-pyrrolidin-3-yl]piperidine-4-carboxamide ClC1=C(C(=O)N2CCC(CC2)C(=O)N[C@@H]2CNCC2)C=CC(=C1)NC(=O)C=1N(C(=CN1)C1=C(C(=C(C=C1)OC(F)F)F)F)C